ClC=1C(=CC(=C(C1)N(C(=O)[C@H]1N(C([C@H]2[C@@H]1CCC2)=O)C(=O)OC(C)(C)C)C)F)F tert-butyl (1S,3aR,6aS)-1-((5-chloro-2,4-difluorophenyl)(methyl)carbamoyl)-3-oxohexahydrocyclopenta[c]pyrrole-2(1H)-carboxylate